methoxyl-benzenesulfonamide Methyl-5-Bromo-2,4-dioxo-3,4-dihydro-2H-pyrimidin-1-yl-acetate COC(CN1C(NC(C(=C1)Br)=O)=O)=O.O(C)C1=C(C=CC=C1)S(=O)(=O)N